CN([C@H](C(=O)O)C)C(=O)OC(C)(C)C |r| racemic-(S)-2-[methyl-[(2-methylpropan-2-yl)oxycarbonyl]amino]propanoic acid